C1C(CC2=CC=CC=C12)NC1=NC=C(C=N1)C=1C(=NN(C1)CC(N1CC2=C(CC1)NN=N2)=O)C(=O)O 4-(2-[(2,3-dihydro-1H-inden-2-yl)amino]pyrimidin-5-yl)-1-(2-oxo-2-(1H,4H,5H,6H,7H-[1,2,3]triazolo[4,5-c]pyridin-5-yl)ethyl)-1H-pyrazole-3-carboxylic acid